2-((1-(cyclopropyl-methyl)piperidin-4-yl)methyl)-7-fluoro-imidazo[1,2-c]quinazolin-5-amine C1(CC1)CN1CCC(CC1)CC=1N=C2N(C(=NC=3C(=CC=CC23)F)N)C1